N-(3-(6-((5-methylthiazol-2-yl)amino)-4-(morpholinomethyl)pyridin-2-yl)phenyl)acrylamide CC1=CN=C(S1)NC1=CC(=CC(=N1)C=1C=C(C=CC1)NC(C=C)=O)CN1CCOCC1